C(CC)OC1C(CCCC1)CN (2-propoxycyclohex-1-yl)methylamine